4-(7-(2-cyanoacetamido)-1H-indol-3-yl)pyridin C(#N)CC(=O)NC=1C=CC=C2C(=CNC12)C1=CC=NC=C1